N-methoxy-5-(4-methoxyphenyl)-N,1,2-trimethyl-1H-pyrrole-3-carboxamide CON(C(=O)C1=C(N(C(=C1)C1=CC=C(C=C1)OC)C)C)C